BrC1=CC2=C(CCC=3C(=NN(C23)CCCC)C(=O)O)C=C1OC 8-bromo-1-butyl-7-methoxy-4,5-dihydrobenzo[g]indazole-3-carboxylic acid